iron(II)-iron(III) [Fe+3].[Fe+2]